Cl.C(=C)NC(CNCCC[Si](OC)(OC)OC)CC1=CC=CC=C1 3-(N-vinylbenzyl-2-aminoethyl)aminopropyl-trimethoxysilane hydrochloride